1-(benzyloxycarbonyloxy)pyrrolidine-2,5-dione C(C1=CC=CC=C1)OC(=O)ON1C(CCC1=O)=O